4-[[(1R)-1-[2-[bis[(4-methoxyphenyl)methyl]amino]-3-pyridyl]ethyl]-methyl-amino]-6-chloro-2-methylsulfonyl-pyrimidine-5-carbonitrile COC1=CC=C(C=C1)CN(C1=NC=CC=C1[C@@H](C)N(C1=NC(=NC(=C1C#N)Cl)S(=O)(=O)C)C)CC1=CC=C(C=C1)OC